tert-butyl 8-(4-cyanophenyl)-6-azaspiro[3.4]octane-6-carboxylate C(#N)C1=CC=C(C=C1)C1CN(CC12CCC2)C(=O)OC(C)(C)C